N-[3-({5-chloro-2-[(1-methyl-1H-pyrazol-4-yl)amino]pyrimidin-4-yl}oxy)-4-methoxyphenyl]prop-2-enamide ClC=1C(=NC(=NC1)NC=1C=NN(C1)C)OC=1C=C(C=CC1OC)NC(C=C)=O